CS(=O)(=O)OCC=1C(=NC=C(C1)CN1C[C@@H](CCC1)NC(=O)OC(C)(C)C)Cl (R)-(5-((3-((tert-butoxycarbonyl)amino)piperidin-1-yl)methyl)-2-chloropyridin-3-yl)methyl methanesulfonate